1,3-dioxoisoindolin-2-yl 2-(oxetan-3-yl)acetate O1CC(C1)CC(=O)ON1C(C2=CC=CC=C2C1=O)=O